OC(CC1=C(C=C(C(=C1)F)F)F)=C1COC(OC1)(C)C 5-[1-hydroxy-2-(2,4,5-trifluorophenyl)-ethylidene]-2,2-dimethyl-1,3-dioxane